C(C=C)(=O)C(C)O[Si](OCC)(C)CCCO acryloylhydroxypropyl-methyldiethoxysilane